(racemic)-tert-butyl (6-(cyanomethyl)spiro[3.3]heptan-2-yl)carbamate C(#N)CC1CC2(CC(C2)NC(OC(C)(C)C)=O)C1